The molecule is a glycotriaosylceramide having alpha-D-galactosyl-(1->4)-beta-D-galactosyl-(1->4)-beta-D-glucosyl as the glycotriaosyl component attached to the Cer(d18:1/20:0). It has a role as a mouse metabolite. It derives from an icosanoic acid. CCCCCCCCCCCCCCCCCCCC(=O)N[C@@H](CO[C@H]1[C@@H]([C@H]([C@@H]([C@H](O1)CO)O[C@H]2[C@@H]([C@H]([C@H]([C@H](O2)CO)O[C@@H]3[C@@H]([C@H]([C@H]([C@H](O3)CO)O)O)O)O)O)O)O)[C@@H](/C=C/CCCCCCCCCCCCC)O